COC1=CC=C(C=C1)C1=C2C(=C(N=N1)NC=1C=C(C=CC1)O)N=CC=C2 3-((5-(4-methoxyphenyl)pyrido[2,3-d]pyridazin-8-yl)amino)phenol